COC1=CC=C(C=C1)S(=O)(=O)C1CC(C1)NS(=O)(=O)N1C2=C(SCC1)C(=CN=C2)C2=CC=C(C#N)C=C2 4-(4-((1-((4-methoxyphenyl)sulfonyl)-3-cyclobutylamino)sulfonyl)-3,4-dihydro-2H-pyrido[4,3-b][1,4]thiazin-8-yl)benzonitrile